BrC1=CC2=C(C3=C(S2)C=2C=C4C(C5=C(SC6=C5SC(=C6)Br)C4=CC2C3(C3=CC=C(C=C3)CCCCCCCCCCCCCCCC)C3=CC=C(C=C3)CCCCCCCCCCCCCCCC)(C3=CC=C(C=C3)CCCCCCCCCCCCCCCC)C3=CC=C(C=C3)CCCCCCCCCCCCCCCC)S1 2,8-dibromo-6,12-dihydro-6,6,12,12-tetrakis(4-hexadecylphenyl)-dithieno[2,3-d:2',3'-d']-s-indaceno[1,2-b:5,6-b']dithiophene